N-[(3S)-9-fluoro-2-oxo-5-phenyl-1,3-dihydro-1,4-benzodiazepine-3-Yl]-6-methyl-2-(5-methylpyridin-3-yl)imidazo[1,2-b]pyridazine-3-carboxamide FC1=CC=CC=2C(=N[C@@H](C(NC21)=O)NC(=O)C2=C(N=C1N2N=C(C=C1)C)C=1C=NC=C(C1)C)C1=CC=CC=C1